6-(2-isopropoxyethoxy)pyridine-3-carbaldehyde C(C)(C)OCCOC1=CC=C(C=N1)C=O